C(C1=CC=CC=C1)(C1=CC=CC=C1)=NC1=CC=2C3=C(C(N(C2C=C1F)C)=O)OCC([C@@H](N3)C3CC3)(F)F (2S)-10-(benzhydrylideneamino)-2-cyclopropyl-3,3,9-trifluoro-7-methyl-2,4-dihydro-1H-[1,4]oxazepino[2,3-c]quinolin-6-one